COC(CNC(CCCC(=O)[O-])C1=CC=CC=C1)=O 5-((2-methoxy-2-oxoethyl)amino)-5-phenylpentanoate